OCCN1C=CCC1COCC[Si](C)(C)C 1-(2-hydroxyethyl)-5-((2-(trimethylsilyl)ethoxy)methyl)-1,5-dihydro-4H-pyrrole